(1-fluorocyclopropyl)methyl methanesulfonate CS(=O)(=O)OCC1(CC1)F